NCCOC1=CC=C(CCN(C[C@@H]([C@H]([C@@H]([C@@H](CO)O)O)O)O)CCCCCC)C=C1 (2R,3R,4R,5S)-6-((4-(2-aminoethoxy)phenethyl)(hexyl)amino)hexane-1,2,3,4,5-pentaol